(7R,8aS)-7-(2,3-dichloro-6-hydroxyphenyl)-2-propionylhexahydropyrrolo[1,2-a]pyrazin-4(1H)-one ClC1=C(C(=CC=C1Cl)O)[C@H]1C[C@@H]2N(C(CN(C2)C(CC)=O)=O)C1